tert-butyl (R,Z)-3-((4-(4-bromo-2,5-difluorophenyl)-4-carbonylbut-2-en-2-yl)amino)pyrrolidine-1-carboxylate BrC1=CC(=C(C=C1F)C(\C=C(\C)/N[C@H]1CN(CC1)C(=O)OC(C)(C)C)=C=O)F